3-Methyl-5-(N-(2-(4-benzoylpiperazin-1-yl)benzyl)-N-phenethylsulfamoyl)benzofuran-2-carboxylic acid CC1=C(OC2=C1C=C(C=C2)S(N(CCC2=CC=CC=C2)CC2=C(C=CC=C2)N2CCN(CC2)C(C2=CC=CC=C2)=O)(=O)=O)C(=O)O